FC1=C(OC2=C(N=C(S2)C(=O)OC)C)C=CC(=C1)N1N=C2N(C1=O)[C@@H](CC2)C2=CC=CC=C2 methyl (S)-5-(2-fluoro-4-(3-oxo-5-phenyl-6,7-dihydro-3H-pyrrolo[2,1-c][1,2,4]triazol-2(5H)-yl) phenoxy)-4-methylthiazole-2-carboxylate